FC1=CN=CC=2C3=C(NC(C12)=O)N=NN3C 6-fluoro-1-methyl-1,4-dihydro-5H-[1,2,3]triazolo[4,5-c][2,6]naphthyridin-5-one